O=S1(CCN(CC1)C1=CC=C(C=C1)N1[C@@H]2CC([C@H](C1)CC2(C)C)=O)=O (1R,4S)-2-(4-(1,1-dioxidothiomorpholino)phenyl)-7,7-dimethyl-2-azabicyclo[2.2.2]octan-5-one